ethyl 3-(3-((2-chloroethyl) amino)-2,5-dioxopyrrolidin-1-yl)-2,2-dimethylpropionate ClCCNC1C(N(C(C1)=O)CC(C(=O)OCC)(C)C)=O